NN1C(=C(C(=C1)C1=C(C(=CC=C1)OC)F)C1=NN(C=C1)C)C(=O)OCC ethyl 1-amino-4-(2-fluoro-3-methoxyphenyl)-3-(1-methyl-1H-pyrazol-3-yl)-1H-pyrrole-2-carboxylate